C(C)(C)(C)C1CCC(=O)NCC1 4-tertiary butyl-caprolactam